8-bromo-4-[4-(5-chloro-1,3-benzoxazol-2-yl)piperidin-1-yl]-1-methyl-2-oxo-1,2-dihydroquinoline BrC=1C=CC=C2C(=CC(N(C12)C)=O)N1CCC(CC1)C=1OC2=C(N1)C=C(C=C2)Cl